N-[4-(3-chlorophenoxy)-3-sulfamoylphenyl]-2-[2-chloro-5-(trifluoromethyl)phenyl]acetamide ClC=1C=C(OC2=C(C=C(C=C2)NC(CC2=C(C=CC(=C2)C(F)(F)F)Cl)=O)S(N)(=O)=O)C=CC1